(E)-6-styrylnaphthalen-2-amine C(=C\C1=CC=CC=C1)/C=1C=C2C=CC(=CC2=CC1)N